ClC/C=C/C(=O)N1CCN(CC1)C=1N=CC2=C(N1)C(=NC=N2)NC2=CC(=C(C=C2)OC2=CC1=C(N(N=N1)C)C=C2)C (E)-4-chloro-1-(4-(8-((3-methyl-4-((1-methyl-1H-benzo[d][1,2,3]triazol-5-yl)oxy)phenyl)amino)pyrimido[5,4-d]pyrimidin-2-yl)piperazin-1-yl)but-2-en-1-one